O[C@H]1C[C@H]2C[C@@H]([C@H]3[C@@H]4CC[C@H]([C@@H](CCC(=O)[O-])C)[C@]4(CC[C@@H]3[C@]2(CC1)C)C)N1N=NC(=C1)CO 3a-hydroxy-7b-(4-hydroxymethyl-1,2,3-triazol-1-yl)-5b-cholanoate